1-methyl-4-(4-phenyl-1-buten-1-yl)benzene CC1=CC=C(C=C1)C=CCCC1=CC=CC=C1